(R)-5-(2-((1H-pyrazol-1-yl)methyl)azetidin-1-yl)-8-fluoro-7-(7-fluoro-3-(methoxymethoxy)-8-((triisopropylsilyl)ethynyl)naphthalen-1-yl)-2-(methylthio)pyrido[4,3-d]pyrimidine N1(N=CC=C1)C[C@@H]1N(CC1)C1=NC(=C(C=2N=C(N=CC21)SC)F)C2=CC(=CC1=CC=C(C(=C21)C#C[Si](C(C)C)(C(C)C)C(C)C)F)OCOC